C1(CCC1)SC=1C(=NC=CC1)C#N 3-(Cyclobutylsulfanyl)pyridine-2-carbonitrile